N1=CN=CC(=C1)C=1C=C(C(=CC1C(F)(F)F)N)N 4-(pyrimidin-5-yl)-5-(trifluoromethyl)benzene-1,2-diamine